N-(1-(2-Methoxyethyl)-3-(pyridin-2-yl)-1H-pyrazol-4-yl)-[2,4'-bipyridin] COCCN1N=C(C(=C1)N1C(=CC=CC1)C1=CC=NC=C1)C1=NC=CC=C1